4-Fluoro-2-isopropyl-5-(quinazolin-2-yl)benzene-1,3-diol FC1=C(C(=C(C=C1C1=NC2=CC=CC=C2C=N1)O)C(C)C)O